FC=1C=C(C=C2C(=C(NC12)C1=CC=C(C=C1)F)CCC(=O)N[C@@H]1C(NC[C@H]1O)=O)C(F)(F)F 3-[7-Fluoro-2-(4-fluorophenyl)-5-(trifluoromethyl)-1H-indol-3-yl]-N-[(3S,4R)-4-hydroxy-2-oxo-pyrrolidin-3-yl]propionamide